FC1=CC(=C(C=C1)NC(=O)C1CNCC1)C(F)(F)F N-(4-fluoro-2-(trifluoromethyl)phenyl)pyrrolidine-3-carboxamide